C(C(=C)C)(=O)OCC12C3(CCC(C2CCC1)C3)COC(C(=C)C)=O Bis(methacryloyloxymethyl)tricyclo-[5.2.1.02,6]decan